ClC=1C=C2C3=C(N(C2=C(C1)C=1C=NC=CC1)CC)C=NC=C3 6-Chloro-9-ethyl-8-pyridin-3-yl-9H-pyrido[3,4-b]indole